C(C)C1=C(C=CC=C1)C1=NC=2N(C(N(C(C2N1CC1=CC=C(C=C1)F)=O)CCCO)=O)C 8-(2-ethylphenyl)-7-(4-fluorobenzyl)-1-(3-hydroxypropyl)-3-methyl-1H-purine-2,6(3H,7H)-dione